tert-butyl (2-(6-chloro-2-((3,4-dichlorophenyl)amino)-9H-carbazol-9-yl)ethyl)carbamate ClC=1C=C2C=3C=CC(=CC3N(C2=CC1)CCNC(OC(C)(C)C)=O)NC1=CC(=C(C=C1)Cl)Cl